BrC1=CC=CC=2C=3N(C(=NC12)N[C@H]1C(NCCNC1)=O)N=C(N3)C3=CC=C(C=C3)S(=O)(=O)C (6R)-6-({7-bromo-2-[4-(methanesulfonyl)phenyl][1,2,4]triazolo[1,5-c]quinazolin-5-yl}amino)-1,4-diazepan-5-one